C(C)(C)(C)C1NCC12CCC(CC2)C=2C=NN1C2C(=C(C=C1)O)OC tert-butyl-7-(5-hydroxy-4-methoxypyrazolo[1,5-a]pyridin-3-yl)-2-azaspiro[3.5]nonane